N-(3,4-dichlorophenyl)-N-methylacetamide ClC=1C=C(C=CC1Cl)N(C(C)=O)C